(8-(5-(2-(benzyloxy)-1-(3-cyclohexylphenyl)ethyl)-1,3,4-oxadiazol-2-yl)-2-(1-(trifluoromethyl)cyclopropane-1-carbonyl)-2,6-diazaspiro[3.4]octan-6-yl)(5-hydroxypyrazin-2-yl)methanone C(C1=CC=CC=C1)OCC(C1=CC(=CC=C1)C1CCCCC1)C1=NN=C(O1)C1CN(CC12CN(C2)C(=O)C2(CC2)C(F)(F)F)C(=O)C2=NC=C(N=C2)O